(R)-N-(1-((4-((1-(3-(difluoromethyl)-2-fluorophenyl)ethyl)amino)-2-methylpyrido[3,4-d]pyrimidin-6-yl)sulfonyl)azetidin-3-yl)acetamide FC(C=1C(=C(C=CC1)[C@@H](C)NC=1C2=C(N=C(N1)C)C=NC(=C2)S(=O)(=O)N2CC(C2)NC(C)=O)F)F